bis(trifluoromethyl-sulfonyl-oxy)copper FC(S(=O)(=O)O[Cu]OS(=O)(=O)C(F)(F)F)(F)F